C(C)(C)C1=CC=C(C=C1)SC1=NC(=NC2=CC=C(C=C12)C)C(F)(F)F 4-((4-isopropylphenyl)thio)-6-methyl-2-(trifluoromethyl)quinazoline